O1COC=2C1=CC=1CCO[C@@H](C1C2)CNC (S)-1-(7,8-dihydro-5H-[1,3]dioxolo[4,5-g]isochromen-5-yl)-N-methylmethanamine